(E)-4-((4-(4-(1H-1,2,3-triazol-1-yl)butyl)phenoxy)methyl)-2-(2-fluoro-4-(trifluoromethoxy)styryl)oxazole N1(N=NC=C1)CCCCC1=CC=C(OCC=2N=C(OC2)\C=C\C2=C(C=C(C=C2)OC(F)(F)F)F)C=C1